TRIGONELLIN C[N+]1=CC=CC(=C1)C(=O)[O-]